C(C)OC(CCC(=O)C1=CC=2C(=NC(=C(C2)OC)OC)S1)=O 4-(5,6-Dimethoxythieno[2,3-b]pyridin-2-yl)-4-oxobutanoic acid ethyl ester